CC1=C(C(=C(C1(C)[Ti](C1=CC=CC=C1)(C1=CC=CC=C1)C1(C(=C(C(=C1C)C)C)C)C)C)C)C bis(pentamethyl-cyclopentadienyl)diphenyl-titanium